6-(difluoromethyl)-N-[5-(2-fluoroethoxy)-4,6-dimethoxy-pyrimidin-2-yl]-7-(2-pyrimidinyl)-1H-indole-3-sulfonic acid amide FC(C1=CC=C2C(=CNC2=C1C1=NC=CC=N1)S(=O)(=O)NC1=NC(=C(C(=N1)OC)OCCF)OC)F